C1(CC1)C1=C(C(=NO1)C1=C(C=CC=C1Cl)Cl)COC1=CC=C(C=C1)C1=CC=C(C=C1)C1(CC1)C(=O)O 1-(4'-((5-cyclopropyl-3-(2,6-dichlorophenyl)isoxazol-4-yl)methoxy)-[1,1'-biphenyl]-4-yl)cyclopropane-1-carboxylic acid